ClC1=C(C=CC(=C1)N1C[C@](CCC1)(CCC1=CC(=CC=C1)C(F)(F)F)N(C)C)S(=O)(=O)NC1=NC=NC=C1 (R)-2-chloro-4-(3-(dimethylamino)-3-(3-(trifluoromethyl)-phenethyl)piperidin-1-yl)-N-(pyrimidin-4-yl)benzenesulfonamide